C(C)(C)(C)OC(=O)N(C1CCC(CC1)C(=O)OC)C1C(C1)C1=CC=CC=C1 Methyl 4-((tert-butoxycarbonyl)(2-phenylcyclopropyl)amino)cyclohexanecarboxylate